4-Iodo-2H-[2,6]naphthyridin-1-one IC1=CNC(C2=CC=NC=C12)=O